Br.C(C)(C)C1=C(C=C(C=C1)C)NC(=N)SCOC(C)=O.C(C)N(C1=CC=C2C=C(C(OC2=C1)=O)C(=O)O)CC 7-diethylamino-3-carboxycoumarin [N-(2-isopropyl-5-methyl-phenyl)carbamimidoyl]sulfanylmethyl-acetate hydrobromide